C(=C)C1CCC(CC1)C1CCC(CC1)\C=C\C (trans)-4-vinyl-4'-[(E)-1-propenyl]-1,1'-bicyclohexane